Ethyl 4-methyl-2-(3-(3-(5-methyl-1,3,4-oxadiazol-2-yl)benzamido)propanamido)thiazole-5-carboxylate CC=1N=C(SC1C(=O)OCC)NC(CCNC(C1=CC(=CC=C1)C=1OC(=NN1)C)=O)=O